2-(3-(4-chloro-2-fluorophenyl)pyrrolidin-1-yl)-5,6,7,8-tetrahydro-1,7-naphthyridine ClC1=CC(=C(C=C1)C1CN(CC1)C1=NC=2CNCCC2C=C1)F